3-[(1,1-Dioxo-1,4-thiazinan-4-yl)methyl]-N-[4-[3-[5-(trifluoromethyl)thiophen-2-yl]-1H-1,2,4-triazol-5-yl]phenyl]benzamide O=S1(CCN(CC1)CC=1C=C(C(=O)NC2=CC=C(C=C2)C2=NC(=NN2)C=2SC(=CC2)C(F)(F)F)C=CC1)=O